NC=1C=2N(C=CN1)C(=NC2C2=CC=C(CNC(C1=C(C=CC(=C1)F)OC)=O)C=C2)N2CCC(CC2)CO N-(4-(8-amino-3-(4-(hydroxymethyl)piperidin-1-yl)imidazo[1,5-a]pyrazin-1-yl)benzyl)-5-fluoro-2-methoxybenzamide